(4-bromo-2,3,5,6-tetrafluorobenzoyl)carbamoylthiocarboxylic acid methyl ester COC(=S)C(NC(C1=C(C(=C(C(=C1F)F)Br)F)F)=O)=O